3-amino-N-(3-(4-amino-4-(hydroxymethyl)piperidin-1-yl)pyridin-2-yl)-6-(3-(trifluoromethoxy)pyridin-2-yl)pyrazine-2-carboxamide NC=1C(=NC(=CN1)C1=NC=CC=C1OC(F)(F)F)C(=O)NC1=NC=CC=C1N1CCC(CC1)(CO)N